(2R,3S,4R,5R)-5-(4-aminopyrrolo[2,1-f][1,2,4]triazin-7-yl)-2-(((tert-butyldiphenylsilyl)oxy)methyl)-5-cyano-4-hydroxytetrahydrofuran-3-yl 2-cyclohexylacetate C1(CCCCC1)CC(=O)O[C@@H]1[C@H](O[C@@]([C@@H]1O)(C#N)C1=CC=C2C(=NC=NN21)N)CO[Si](C2=CC=CC=C2)(C2=CC=CC=C2)C(C)(C)C